(E)-N-(2-methoxy-5-(4-(1-(4-oxopent-2-enoyl)piperidin-4-yl)pyrido[3,2-d]pyrimidin-6-yl)pyridin-3-yl)-2,4-dimethylthiazol-5-sulfonamide COC1=NC=C(C=C1NS(=O)(=O)C1=C(N=C(S1)C)C)C=1C=CC=2N=CN=C(C2N1)C1CCN(CC1)C(\C=C\C(C)=O)=O